FC(C(C(C(C(C(C(F)(F)[Te]C(C(=O)N)C)(F)F)(F)F)(F)F)(F)F)(F)F)(CCC(F)(F)F)F heptadecafluorodecyltellanyl-propionamide